ClC[C@H](COC1=C(C=C(C=C1Cl)S(=O)(=O)C1=CC=C(C=C1)OC[C@H](CN1CCOCC1)O)Cl)O (S)-1-chloro-3-(2,6-dichloro-4-((4-((S)-2-hydroxy-3-morpholinopropoxy)phenyl)sulfonyl)phenoxy)propan-2-ol